C(C=C)(=O)OCC(COC(C=C)=O)(COCC(COC(C=C)=O)(COC(C=C)=O)COC(C=C)=O)CO dipentaerythritol penta-acrylate